BrCCCCCCOC([C@H]1N(CCC1)C(C(CCCCCCCC)CCCCCC)=O)=O 6-bromohexyl-N-(2-hexyldecanoyl)prolinate